NC1=NC=C(C=C1O[C@H](C)C1=CC(=NC=C1)NC(C1=CC(=CC=C1)C)=O)Cl (R)-N-(4-(1-((2-Amino-5-chloropyridin-3-yl)oxy)ethyl)pyridin-2-yl)-3-methylbenzamid